3-[5-[(1-methoxypropan-2-yl)amino]-6-methylpyridin-2-yl]-1H-indole-7-carbonitrile COCC(C)NC=1C=CC(=NC1C)C1=CNC2=C(C=CC=C12)C#N